8-chloro-3-ethyl-9-fluoro-1-(4-methoxybenzyl)-6-methyl-1H-pyrimido[4,5,6-de]quinazolin-2,5(3H,6H)-dione ClC=1C=C2C=3C(N(C(N(C3C1F)CC1=CC=C(C=C1)OC)=O)CC)=NC(N2C)=O